C(CC)OC(NC(=O)C1=C(SC=C1)NC(C1=CC=C(C=C1)C(=O)N1CCCCC1)=O)=O 2-(4-(piperidine-1-carbonyl)benzamido)thiophene-3-carbonyl-carbamic acid n-propyl ester